2-Ethylsulfanyl-N-[(5-fluoro-pyridin-2-yl)-methyl]-4-methyl-6-morpholin-4-yl-pyridine-3-carboxylic acid amide C(C)SC1=NC(=CC(=C1C(=O)NCC1=NC=C(C=C1)F)C)N1CCOCC1